C1(=CC=CC=C1)C1=CC(=NC(=C1)C1=CC=CC=C1)C=1C=C(C(=C(C1F)C1=CC=CC=C1)F)C#N 5-(4,6-diphenylpyridin-2-yl)-2,6-difluoro-[1,1'-biphenyl]-3-carbonitrile